6-((5-(4-carbamimidoylphenoxy)-pentyl)oxy)nicotinimidamide C(N)(=N)C1=CC=C(OCCCCCOC2=NC=C(C(N)=N)C=C2)C=C1